BrC1=CC=C(C=C1)C(N1C[C@@H](N(C[C@H]1C)C=1C=2N=C(N(C2N2C(N1)=NN=C2)C[C@H]2OCCC2)C)C)C2CC(C2)(F)F 4-((2S,5R)-4-((4-bromophenyl)(3,3-difluorocyclobutyl)methyl)-2,5-dimethylpiperazin-1-yl)-2-methyl-1-(((S)-tetrahydrofuran-2-yl)methyl)-1H-[1,2,4]triazolo[3,4-b]purine